4-(6-(1-((tert-butyldimethylsilyl)oxy)cyclopropyl)pyridin-3-yl)-5-(cyclopropylmethyl)-2-(2-methyl-2H-indazol-5-yl)-3-oxo-3,5-dihydro-2H-pyrrolo[3,2-c]pyridazine-7-carbonitrile [Si](C)(C)(C(C)(C)C)OC1(CC1)C1=CC=C(C=N1)C1=C2C(=NN(C1=O)C1=CC3=CN(N=C3C=C1)C)C(=CN2CC2CC2)C#N